ClC1=C(C=CC=C1Cl)C(=C)C1=C(C=CC2=C1NC(=NS2(=O)=O)O)F 5-[1-(2,3-dichlorophenyl)vinyl]-6-fluoro-1,1-dioxo-4H-1,2,4-benzothiadiazin-3-ol